C(#N)N(CCC#N)CC1=CC=C(C=C1)N1CCC(CC1)(O)CC(=O)OC methyl 2-[1-[4-[[cyano(2-cyanoethyl)amino]methyl]phenyl]-4-hydroxy-4-piperidyl]acetate